2-(6-(4-fluoro-1H-imidazol-1-yl)pyridin-3-yl)-N-(piperidin-4-yl)acetamide FC=1N=CN(C1)C1=CC=C(C=N1)CC(=O)NC1CCNCC1